CO\N=C\C1N(OCCO1)C1=C(C=CC=C1)OC1=NC=NC(=C1F)OC1=C(C=CC=C1)Cl (E)-2-(2-{[6-(2-chlorophenoxy)-5-fluoro-4-pyrimidinyl]oxy}phenyl)-(5,6-dihydro-1,4,2-dioxazin-3-yl)methanone O-methyloxime